FC=1C=C(C=NC1)OCCN(CC[C@@H](C(=O)O)NC1=CN(C2=CC=CC=C12)C)CCCCC1=NC=2NCCCC2C=C1 (S)-4-((2-((5-fluoropyridin-3-yl)oxy)ethyl)(4-(5,6,7,8-tetrahydro-1,8-naphthyridin-2-yl)butyl)amino)-2-((1-methyl-1H-indol-3-yl)amino)butanoic acid